[Sb].C(CO)O ethylene glycol Antimony